O.C(CCCC(=O)O)(=O)O.N[C@H](C1CCN(CC1)C([C@@H](CO)O)=O)C1=C(C=C(C(=C1)Cl)C)O.N[C@@H](C1=C(C=C(C(=C1)Cl)C)O)C1CCN(CC1)C([C@@H](CO)O)=O (2R)-1-[4-[(R)-amino(5-chloro-2-hydroxy-4-methylphenyl)methyl]piperidin-1-yl]-2,3-dihydroxypropan-1-one hemi-glutarate hemi-hydrate